N1=C(C=CC=C1)C(C1=CC=C(C=C1)O)C1=CC=C(C=C1)O 4,4'-[(pyridin-2-yl)methylene]diphenol